CC(C(CCCC)=O)=O 2,3-heptanedione